N-(2-(2,6-dioxopiperidin-3-yl)-1,3-dioxoisoindolin-5-yl)-3,4-difluorobenzenesulfonamide O=C1NC(CCC1N1C(C2=CC=C(C=C2C1=O)NS(=O)(=O)C1=CC(=C(C=C1)F)F)=O)=O